dihydroxyl-1,1'-binaphthyl OC=1C(=C(C2=CC=CC=C2C1)C1=CC=CC2=CC=CC=C12)O